N-(p-tolyl)-2-((3-(trifluoromethyl)phenyl)sulfonamido)benzamide C1(=CC=C(C=C1)NC(C1=C(C=CC=C1)NS(=O)(=O)C1=CC(=CC=C1)C(F)(F)F)=O)C